3-O-(8-(quinolin-6-yloxy)octyl)-D-glucose N1=CC=CC2=CC(=CC=C12)OCCCCCCCCO[C@H]([C@H](C=O)O)[C@H](O)[C@H](O)CO